Ethyl (S)-3-((S)-2-(5-bromo-2-oxo-4-(trifluoromethyl)pyridin-1(2H)-yl)pent-4-enamido)-3-(5-cyclopropyl-2',4,4'-trifluoro-6'-(hex-5-en-1-yl)-[1,1'-biphenyl]-3-yl)propanoate BrC=1C(=CC(N(C1)[C@H](C(=O)N[C@@H](CC(=O)OCC)C=1C=C(C=C(C1F)C1CC1)C1=C(C=C(C=C1CCCCC=C)F)F)CC=C)=O)C(F)(F)F